BrC=1C(N(C2=C(C(=CC=C2N1)C=C)F)CC1=CC=C(C=C1)OC)=O 3-bromo-7-vinyl-8-fluoro-1-[(4-methoxyphenyl)methyl]quinoxalin-2-one